O=C(C(=O)NC=1C2=C(C=NC1)C=NN2COCC[Si](C)(C)C)N2[C@H](CC[C@@H](C2)C)C=2C=CC1=C(N=C(S1)C(CN1CCCC1)C)C2 2-oxo-2-[(2R,5S)-5-methyl-2-[2-[1-methyl-2-pyrrolidin-1-yl-ethyl]-1,3-benzothiazol-5-yl]-1-piperidyl]-N-[1-(2-trimethylsilylethoxymethyl)pyrazolo[4,3-c]pyridin-7-yl]acetamide